CC1=C(N=C2C(=N1)NC=CC2=O)C(=O)N methyl-8-oxo-5,8-dihydropyrido[2,3-b]pyrazine-2-carboxamide